1-cyano-N-(4-phenyl-pyridin-2-yl)pyrrolidine-3-carboxamide C(#N)N1CC(CC1)C(=O)NC1=NC=CC(=C1)C1=CC=CC=C1